CC1(C2C3C4C=CC(C3(C(C1)C2)C(C)C)C4)C(=O)O 8-methyl-8-carboxyisopropyl-tetracyclo[4.4.0.12,5.17,10]-3-dodecene